(S)-2-chloro-5-((2-chloro-3-(3-methoxypyrrolidin-1-yl)phenyl)thio)pyrazine ClC1=NC=C(N=C1)SC1=C(C(=CC=C1)N1C[C@H](CC1)OC)Cl